(1S,2S,5R)-6-oxa-3-azabicyclo[3.1.0]Hexane-2,3-dicarboxylic acid dibenzyl ester C(C1=CC=CC=C1)OC(=O)[C@@H]1[C@@H]2O[C@@H]2CN1C(=O)OCC1=CC=CC=C1